N-(2-(2-(4-(benzyloxy)phenoxy)ethoxy)ethyl)-4-methoxyaniline C(C1=CC=CC=C1)OC1=CC=C(OCCOCCNC2=CC=C(C=C2)OC)C=C1